N-(pyridin-4-ylacetyl)-D-alanyl-D-alanyl-L-aspartamid N1=CC=C(C=C1)CC(=O)N[C@H](C)C(=O)N[C@H](C)C(=O)N[C@@H](CC(=O)N)C(=O)N